C(#N)CC(=O)N1C[C@@H](CCC1)OC1=NC=C(C2=CC(=C(C=C12)OC(C)C)C(=O)N)C#C[C@@H]1CC[C@@H](CC1)OCC 1-(((R)-1-(2-cyanoacetyl)piperidin-3-yl)oxy)-4-((cis-4-ethoxycyclohexyl)ethynyl)-7-isopropoxyisoquinoline-6-carboxamide